(1R,3R)-3-((3-Bromo-4-methoxypyridin-2-yl)oxy)-N,N-dimethylcyclopentan-1-amine BrC=1C(=NC=CC1OC)O[C@H]1C[C@@H](CC1)N(C)C